2-{[4-({3-[(2-chloro-4-methylphenyl)(methyl)amino]phenyl}methyl)piperidin-1-yl]methyl}-1-{[(2S)-oxetan-2-yl]methyl}-1H-1,3-benzodiazole-6-carboxylic acid ClC1=C(C=CC(=C1)C)N(C=1C=C(C=CC1)CC1CCN(CC1)CC1=NC2=C(N1C[C@H]1OCC1)C=C(C=C2)C(=O)O)C